Cl.CN1C(CNC[C@H]1C)=O (R)-1,6-dimethylpiperazin-2-one hydrochloride